FC1(OC(OC1(F)F)=O)F 4,4,5,5-Tetrafluoro-1,3-dioxolan-2-on